C1(=CC=C(C=C1)N(C1=CC=C(C=C1)C=1C2=CC=CC=C2C=2C=CC=CC2C1)C=1C=C(C=CC1)C=1C(=CC(=CC1C1=CC=CC=C1)C1=CC=CC=C1)C1=CC=CC=C1)C1=CC=CC=C1 (biphenyl-4-yl)-(3',5'-diphenyl-1,1':2',1''-terphenyl-3''-yl)-(4-phenanthren-9-yl-phenyl)-amine